methyl 2-((tert-butoxycarbonyl)amino)-7-((3'-fluoro-[1,1'-biphenyl]-2-yl)oxy)-1,2,3,4-tetrahydronaphthalene-2-carboxylate C(C)(C)(C)OC(=O)NC1(CC2=CC(=CC=C2CC1)OC1=C(C=CC=C1)C1=CC(=CC=C1)F)C(=O)OC